C(C)(C)(C)OC(=O)N1N=C(C2=CC=CC=C12)C1=NC(=NC=C1Cl)Cl 3-(2,5-dichloropyrimidin-4-yl)-1H-indazole-1-carboxylic acid tert-butyl ester